5-bromo-2,3-dimethoxy-4-methylbenzaldehyde BrC=1C(=C(C(=C(C=O)C1)OC)OC)C